C(C1=CC=CC=C1)N1C2COCC1CC(C2)=O 9-benzyl-3-oxa-9-azabicyclo[3.3.1]nonan-7-one